5-fluoro-7-methyl-1,2-dihydroquinolin-2-one FC1=C2C=CC(NC2=CC(=C1)C)=O